C(CCCCC)(=O)N1C(CN(CC1)C(=O)C1=CC=C(C(=O)N2C[C@H]([C@@H](C2)C(=O)N[C@@H]2[C@H](C2)C2=CC=CC=C2)C(=O)N[C@@H]2[C@H](C2)C2=CC=CC=C2)C=C1)C(NCCCCCC)=O (3S,4S)-1-(4-(4-hexanoyl-3-(hexylcarbamoyl)piperazine-1-carbonyl)benzoyl)-N3,N4-bis((1S,2R)-2-phenylcyclopropyl)pyrrolidine-3,4-dicarboxamide